O=C1NC(CCC1N1CC2=CC=C(C=C2C1=O)CNC(OCCC=1[C@H]2C([C@@H](CC1)C2)(C)C)=O)=O 2-((1R,5S)-6,6-dimethylbicyclo[3.1.1]hept-2-en-2-yl)ethyl ((2-(2,6-dioxopiperidin-3-yl)-3-oxoisoindolin-5-yl)methyl)carbamate